2-(5-fluoro-2-methoxyphenyl)acetic acid methyl ester COC(CC1=C(C=CC(=C1)F)OC)=O